8,8-difluoro-7,8-dihydro-1,6-naphthyridine-6(5H)-carboxylate FC1(CN(CC=2C=CC=NC12)C(=O)[O-])F